xylylene-bismaleimide C=1(C(=CC=CC1)CC=1C(=O)NC(C1)=O)CC=1C(=O)NC(C1)=O